ClC1=CC2=C(C3=C(O2)C=CC=C3)C=C1 7-chlorodibenzo[b,d]furan